C1(CC1)C1=NC=NC(=C1C=1N=CC2=C(N1)C(=CN2)CC2=CC=C(C=C2)C=2N(C=C(N2)C(F)(F)F)C(C)C)OC 2-(4-cyclopropyl-6-methoxy-pyrimidin-5-yl)-7-[[4-[1-isopropyl-4-(trifluoromethyl)imidazol-2-yl]phenyl]methyl]-5H-pyrrolo[3,2-d]pyrimidine